NC1CCC(CC1)NC1=NC2=C(C=C(C=C2C=N1)C=1C=CC(=NC1OC)NS(=O)(=O)C1=C(C=CC=C1)Cl)COC N-(5-(2-(((1r,4r)-4-aminocyclohexyl)amino)-8-(methoxymethyl)quinazolin-6-yl)-6-methoxypyridin-2-yl)-2-chlorobenzenesulfonamide